6-[4-[4-(dimethylamino)-1-piperidyl]-3-pyridyl]-N'-(2-ethyl-4-hydroxy-phenyl)-4-[[(3R)-tetrahydrofuran-3-yl]amino]pyrrolo[1,2-b]pyridazine-3-carboxamidine CN(C1CCN(CC1)C1=C(C=NC=C1)C=1C=C2N(N=CC(=C2N[C@H]2COCC2)C(=NC2=C(C=C(C=C2)O)CC)N)C1)C